FC=1C=CC(=NC1)C#C[Si](C)(C)C 2-(5-fluoro-2-pyridinyl)ethynyl-trimethyl-silane